FC=1C(=CC=2N(C1)C=NN2)C#C[C@H](C)O (2S)-4-(6-fluoro-[1,2,4]triazolo[4,3-a]pyridin-7-yl)but-3-yn-2-ol